CC=1C(=CC=2N(C1)N=CN2)N 6-methyl-[1,2,4]Triazolo[1,5-a]pyridin-7-amine